BrC=1C=CC(=C(OCCN2C(COCC2)C(=O)O)C1)C=1OC2=C(C=CC=C2C(C1)=O)Cl 4-[2-[5-bromo-2-(8-chloro-4-oxo-chromen-2-yl)phenoxy]ethyl]morpholine-3-carboxylic acid